rac-N-(2,6-dioxopiperidin-3-yl)-5-(4-(5-(4-((1R,2S)-6-hydroxy-2-phenyl-1,2,3,4-tetrahydronaphthalen-1-yl)phenoxy)pentyl)piperazin-1-yl)picolinamide O=C1NC(CC[C@H]1NC(C1=NC=C(C=C1)N1CCN(CC1)CCCCCOC1=CC=C(C=C1)[C@H]1[C@H](CCC2=CC(=CC=C12)O)C1=CC=CC=C1)=O)=O |&1:6|